COCOCC[N+](CCOCOC)(CCOCOC)[O-] tris[2-(methoxymethoxy)ethyl]amine N-oxide